OCCCC#CC1=CC=CC=2N(C(N(C21)C)=O)C2C(NC(CC2)=O)=O 3-[4-(5-hydroxypent-1-yn-1-yl)-3-methyl-2-oxo-1,3-benzodiazol-1-yl]piperidine-2,6-dione